(1R)-7-(3-boronopropyl)-2-azabicyclo[2.2.1]heptane-1-carboxylic acid B(O)(O)CCCC1[C@@]2(NCC1CC2)C(=O)O